N-eicosapentaenoyl-tryptophan C(C=CC=CC=CC=CC=CCCCCCCCCC)(=O)N[C@@H](CC1=CNC2=CC=CC=C12)C(=O)O